tert-butyl (1-benzyl-3-formylpyrrolidin-3-yl)carbamate C(C1=CC=CC=C1)N1CC(CC1)(C=O)NC(OC(C)(C)C)=O